ClC[C@@H](COC1=C(C=C(C=C1)C(C)(C)C1=CC=C(C=C1)OC[C@@H](CN1CCSCC1)O)I)O |&1:22| (R)-1-chloro-3-(4-(2-(4-((RS)-2-hydroxy-3-thiomorpholinopropoxy)phenyl)propan-2-yl)-2-iodophenoxy)propan-2-ol